N3-(5-(4,4,5,5-tetramethyl-1,3,2-dioxaborolan-2-yl)pyridin-2-yl)propane-1,3-diamine CC1(OB(OC1(C)C)C=1C=CC(=NC1)NCCCN)C